5-amino-1,2,3,4-tetrahydroisoquinoline NC1=C2CCNCC2=CC=C1